6-chloro-[1,2,4]triazolo[4,3-a]pyrazine ClC=1N=CC=2N(C1)C=NN2